3-(4-cyano-2-methoxy-phenoxy)-N-(3-cyanophenyl)-5-methyl-6-(trifluoromethyl)pyridazine-4-carboxamide C(#N)C1=CC(=C(OC=2N=NC(=C(C2C(=O)NC2=CC(=CC=C2)C#N)C)C(F)(F)F)C=C1)OC